[Zn+2].FC(C(F)(F)F)(C(C(C(C(C(C(F)(F)F)(F)F)(F)F)(F)F)(F)F)(F)F)[NH3+] (perfluorohexylethyl)ammonium zinc